C1(CC1)N(C1=C(C(=NC=N1)NCC1=CC=C(C=C1)C1=NN=NN1)F)CC1=CC=C(C=C1)C(F)(F)F N6-cyclopropyl-5-fluoro-N4-[[4-(1H-tetrazol-5-yl)phenyl]methyl]-N6-[[4-(trifluoromethyl)phenyl]methyl]pyrimidine-4,6-diamine